N1=CC=C(C2=CC=C3C(=CC=NC3=C12)C(=O)O)C(=O)O 1,10-phenanthroline-4,7-dicarboxylic acid